C(=O)(O)CCC(=O)C1=CC2=C(S1)C=C(C(=C2F)OCCCOC2=C(C1=C(SC(=C1)C(C[C@@H](C(=O)O)C)=O)C=C2OC)F)OC (S)-4-(5-(3-((2-(3-carboxypropanoyl)-4-fluoro-6-methoxybenzo[b]thiophen-5-yl)oxy)propoxy)-4-fluoro-6-methoxybenzo[b]thiophen-2-yl)-2-methyl-4-oxobutanoic acid